2-(5-chloro-4-methylisoquinolin-1-yl)propan-2-amine hydrochloride Cl.ClC1=C2C(=CN=C(C2=CC=C1)C(C)(C)N)C